3-(sec-butyl)-8-fluoro-2-oxo-1,2,3,5-tetrahydro-4H-benzo[1,4]diazepine-4-carboxamide C(C)(CC)C1C(NC2=C(CN1C(=O)N)C=CC(=C2)F)=O